(benzyl 1-(4-hexyl-2,5-dimethoxyphenyl) propan-2-yl) carbamate C(N)(OC(CC1=C(C=C(C(=C1)OC)CCCCCC)OC)CCC1=CC=CC=C1)=O